formamide-d C(=O)N[2H]